[N+](=O)(OC(C)(C)CC)[O-] tert-pentyl nitrate